8-bromo-7-fluoro-chroman BrC=1C(=CC=C2CCCOC12)F